3-(1,2-dimethyl-5-trifluoromethyl-1H-indol-3-yl)-N-(4-fluorophenyl)propionamide CN1C(=C(C2=CC(=CC=C12)C(F)(F)F)CCC(=O)NC1=CC=C(C=C1)F)C